CN(C=1N=C(N=NC1C1=C(C=C(C=C1)C(F)(F)F)O)N[C@H]1CN(CCC1)C)C (R)-2-(5-(dimethylamino)-3-((1-methylpiperidin-3-yl)amino)-1,2,4-triazin-6-yl)-5-(trifluoromethyl)phenol